Calcium chromat [Cr](=O)(=O)([O-])[O-].[Ca+2]